(5-(4-fluoro-2-(hydroxymethyl)phenoxy)pyrazin-2-yl)propanamide FC1=CC(=C(OC=2N=CC(=NC2)C(C(=O)N)C)C=C1)CO